4-(((R)-1-(5-amino-3-(difluoromethyl)-2-fluorophenyl)ethyl)amino)-2-methyl-6-(((S)-tetrahydrofuran-3-yl)oxy)quinazoline-7-carbonitrile NC=1C=C(C(=C(C1)[C@@H](C)NC1=NC(=NC2=CC(=C(C=C12)O[C@@H]1COCC1)C#N)C)F)C(F)F